(4S,7R)-7-(2-methoxyphenyl)-4-(3-methoxyphenyl)-2-methyl-5-oxo-1,4,5,6,7,8-hexahydroquinoline-3-carboxylic acid methyl ester COC(=O)C1=C(NC=2C[C@H](CC(C2[C@@H]1C1=CC(=CC=C1)OC)=O)C1=C(C=CC=C1)OC)C